O=C1C=CN2CCC3=C(C2=C1)N=CS3 9-oxo-4,9-dihydro-5H-thiazolo[4,5-a]quinolizine